N-acetyl-4-trifluoromethyl-phenylhydrazine C(C)(=O)N(N)C1=CC=C(C=C1)C(F)(F)F